4-fluoro-N-(2-(pyridin-2-yl)pyrimidin-5-yl)benzamide FC1=CC=C(C(=O)NC=2C=NC(=NC2)C2=NC=CC=C2)C=C1